(Z)-1-Bromo-3-chloro-7-((2-(2,6-dioxopiperidin-3-yl)-1-oxoisoindolin-5-yl)amino)-N-methyl-7-oxo-N-(pent-4-yn-1-yl)hept-1-en-1-amine oxide Br\C(=C/C(CCCC(=O)NC=1C=C2CN(C(C2=CC1)=O)C1C(NC(CC1)=O)=O)Cl)\[N+](CCCC#C)(C)[O-]